2-(4-(3-isopropyl-2-(3-methyl-[1,2,4]triazolo[4,3-a]pyridin-6-yl)-1H-indol-5-yl)piperidin-1-yl)-N,N-dimethylacetamide C(C)(C)C1=C(NC2=CC=C(C=C12)C1CCN(CC1)CC(=O)N(C)C)C=1C=CC=2N(C1)C(=NN2)C